NC1=NN2C(N=CC=C2)=C1C(=NO)NC(C)C=1N(C(C2=C(C=CC=C2C1)C#CC=1C=NN(C1)C)=O)C1=CC=CC=C1 2-amino-N'-hydroxy-N-(1-(8-((1-methyl-1H-pyrazol-4-yl)ethynyl)-1-oxo-2-phenyl-1,2-dihydroisoquinolin-3-yl)ethyl)pyrazolo[1,5-a]pyrimidine-3-carboxamidine